C(#N)C=1C=CC2=C(CC3CCC2N3C(=O)NC3=CC(=C(C=C3)Cl)Cl)C1 2-cyano-N-(3,4-dichlorophenyl)-6,7,8,9-tetrahydro-5H-5,8-epiminobenzo[7]annulene-10-carboxamide